C(C)(C)(C)OCCCCCC[SiH3] (6-(tert-butoxy)hexyl)silane